ClC1=C(C=CC(=N1)C(=O)NCC)N1CCN(CC1)CC1=CC=C2C(N(C(NC2=C1)=O)CC)=O 6-chloro-N-ethyl-5-(4-((3-ethyl-2,4-dioxo-1,2,3,4-tetrahydroquinazolin-7-yl)methyl)piperazin-1-yl)picolinamide